(S)-2-cyclopropyl-4-((1-(6-ethoxypyridin-3-yl)pyrrolidin-3-yl)methoxy)pyrimidine-5-carbonitrile C1(CC1)C1=NC=C(C(=N1)OC[C@@H]1CN(CC1)C=1C=NC(=CC1)OCC)C#N